7-bromo-5-fluoro-1-benzothiophene BrC1=CC(=CC=2C=CSC21)F